(S)-azetidin-1-yl(3-(4-(4-fluoropyrazolo[1,5-a]pyridin-2-yl)-1,4,6,7-tetrahydro-5H-imidazo[4,5-c]pyridin-5-yl)pyridazin-4-yl)methanone N1(CCC1)C(=O)C1=C(N=NC=C1)N1[C@@H](C2=C(CC1)NC=N2)C2=NN1C(C(=CC=C1)F)=C2